C1(CC1)C1=NN(C=C1)CC(=O)N[C@@H](CC1=CC(=CC(=C1)F)F)C1=NC2=CC(=CC=C2C(N1C1=CC=C(C=C1)S(=O)(=O)N1CCOCC1)=O)C1=C(C=C(C=C1)F)C (S)-2-(3-cyclopropyl-1H-pyrazol-1-yl)-N-(2-(3,5-difluorophenyl)-1-(7-(4-fluoro-2-methylphenyl)-3-(4-(morpholinosulfonyl)phenyl)-4-oxo-3,4-dihydroquinazolin-2-yl)ethyl)acetamide